2-({[4-(Diethylamino)butanoyl]oxy}methyl)-3-[(3-pentyloctanoyl)oxy]-2-{[(3-pentyloctanoyl)oxy]methyl}propyl heptyl hexanedioate C(CCCCC(=O)OCCCCCCC)(=O)OCC(COC(CC(CCCCC)CCCCC)=O)(COC(CC(CCCCC)CCCCC)=O)COC(CCCN(CC)CC)=O